15-chloro-21,23-difluoro-16-hydroxy-8-oxa-18lambda6-thia-11,19-diazatetracyclo[18.3.1.113,17.02,7]pentacosa-1(24),2,4,6,13,15,17(25),20,22-nonaene-12,18,18-trione ClC=1C=C2C(NCCOC3=CC=CC=C3C=3C(=CC(=C(NS(C(C1O)=C2)(=O)=O)C3)F)F)=O